Vanillic acid (vanillate) C(C1=CC(OC)=C(O)C=C1)(=O)O.C(C1=CC(OC)=C(O)C=C1)(=O)O